C1(CC1)S(=O)(=O)N[C@H](C(F)F)C1=CN(C2=CC(=CC=C12)C=1C=[N+](C=CC1C(F)(F)F)[O-])CC(C)(C)C (S)-3-(3-(1-(cyclopropanesulfonamido)-2,2-difluoroethyl)-1-neopentyl-1H-indol-6-yl)-4-(trifluoromethyl)pyridine 1-oxide